8-((4-(butyryl-2,2-d2)piperidin-1-yl-4-d)methyl-d2)-3,9-dihydroxybenzo[5,6]oxazepin C(C(CC)([2H])[2H])(=O)C1(CCN(CC1)C(C1=C(C2=C(C=CC(=NO2)O)C=C1)O)([2H])[2H])[2H]